2-(5-(methoxy-d3)-1H-indol-3-yl)-N,N-bis(methyl-d3)ethan-1-amine-1,1-d2 C(OC=1C=C2C(=CNC2=CC1)CC(N(C([2H])([2H])[2H])C([2H])([2H])[2H])([2H])[2H])([2H])([2H])[2H]